FC1=C(C=CC(=C1)F)C(C(F)(F)C1=CC=C(C=N1)OC1=C(C#N)C=CC=C1)(CN1N=CN=C1)O [[6-[2-(2,4-difluorophenyl)-1,1-difluoro-2-hydroxy-3-(1,2,4-triazol-1-yl)propyl]-3-pyridyl]oxy]benzonitrile